Ethyl 4-((3-chloro-4-fluorophenyl) amino)-7-formylamino-1H-indole-2-carboxylate ClC=1C=C(C=CC1F)NC1=C2C=C(NC2=C(C=C1)NC=O)C(=O)OCC